O=C1NCCC2=CC=CC=C12 1-oxo-3,4-dihydro-2H-isoquinolin